N-(15-methylhexadecanoyl)glycine CC(CCCCCCCCCCCCCC(=O)NCC(=O)O)C